ClC=1N=CC2=C(N1)N(C=C2Cl)CC(COC2=NN(C(=C2N)C)C=2N(N=C(C2)C)C)F 3-(3-(2,5-dichloro-7H-pyrrolo[2,3-d]pyrimidin-7-yl)-2-fluoropropoxy)-2',5,5'-trimethyl-2'H-[1,3'-bipyrazol]-4-amine